(R)-8-methyl-N-(3-methyl-4-((1-methyl-1H-benzo[d]imidazol-5-yl)oxy)phenyl)-6,6a,7,8,9,10-hexahydropyrazino[1,2-d]pyrimido[5',4':4,5]pyrido[3,2-b][1,4]oxazin-4-amine CN1C[C@H]2N(C3=C(OC2)C2=C(C=N3)N=CN=C2NC2=CC(=C(C=C2)OC2=CC3=C(N(C=N3)C)C=C2)C)CC1